ClC1=C(CC2(OC2)CCl)C=CC=C1 2-(2-chlorobenzyl)-2-(1-chloromethyl)oxirane